NC=1C=CC(=C(C1)NC(CCCC)=O)C(F)(F)F N-(5-amino-2-(trifluoromethyl)phenyl)pentanamide